2-(2,6-dioxopiperidin-3-yl)-4-((4-((((1R,2S,4R)-1,7,7-trimethylbicyclo[2.2.1]heptan-2-yl)amino)methyl)benzyl)amino)isoindoline-1,3-dione O=C1NC(CCC1N1C(C2=CC=CC(=C2C1=O)NCC1=CC=C(C=C1)CN[C@@H]1[C@@]2(CC[C@H](C1)C2(C)C)C)=O)=O